((S)-6,8-dichloro-1-methyl-3,4-dihydroisoquinolin-2(1H)-yl)((R)-4-(imidazo[1,2-a]pyrazin-3-yl)morpholin-2-yl)methanone ClC=1C=C2CCN([C@H](C2=C(C1)Cl)C)C(=O)[C@H]1CN(CCO1)C1=CN=C2N1C=CN=C2